1-((2r,4r,5r)-3,3-difluoro-4-hydroxy-5-(hydroxymethyl)tetrahydrofuran-2-yl)pyrimidin-2(1H)-one FC1([C@@H](O[C@@H]([C@H]1O)CO)N1C(N=CC=C1)=O)F